C1=CC=CC=2C1=C1C=C3C=CC4=C(C3=CC1=CC2)C=CC=C4 Dibenz[a,h]anthracen